C1(CCCCC1)P(CCP(C1CCCCC1)C1CCCCC1)C1CCCCC1 1,2-bis-(dicyclohexylphosphino)ethane